1-(4-Chlorophenyl)-4,4-dimethyl-3-(1,2,4-triazol-1-ylmethyl)pentan-3-ol ClC1=CC=C(C=C1)CCC(C(C)(C)C)(O)CN1N=CN=C1